OC1=C(C=C(C=C1)/C=C/C(=O)N1CCN(CC1)S(=O)(=O)C1=CC=C(C=C1)OC)OC (E)-3-(4-hydroxy-3-methoxyphenyl)-1-(4-((4-methoxyphenyl)sulfonyl)piperazin-1-yl)prop-2-en-1-one